2-(4-(ethylsulfonyl)phenyl)oxirane C(C)S(=O)(=O)C1=CC=C(C=C1)C1OC1